4-carenediol C12(C(C(C=CC1C2(C)C)C)O)O